NC1=C(C(=NN1C1CCN(CC1)CCO)C1=CC=C2C=CC(=NC2=C1)C1=CC=CC=C1)C(=O)N 5-amino-1-(1-(2-hydroxyethyl)piperidin-4-yl)-3-(2-phenylquinolin-7-yl)-1H-pyrazole-4-carboxamide